O=C1NC(CCC1N1C(C2=CC=C(C=C2C1=O)N1CCC(CC1)CN1CCC2(CC(C2)CN2CCN(CC2)C(=O)OCC2=CC=CC=C2)CC1)=O)=O benzyl 4-[[7-[[1-[2-(2,6-dioxo-3-piperidyl)-1,3-dioxo-isoindolin-5-yl]-4-piperidyl]methyl]-7-azaspiro[3.5]nonan-2-yl]methyl]piperazine-1-carboxylate